tert-Butyl 7-[8-(tert-butoxycarbonylamino)-7-fluoro-3-[[(3R)-tetrahydrofuran-3-yl]oxycarbonylamino]-6-isoquinolyl]-3-fluoro-8-methyl-2,3-dihydropyrido[2,3-b][1,4]oxazine-1-carboxylate C(C)(C)(C)OC(=O)NC=1C(=C(C=C2C=C(N=CC12)NC(=O)O[C@H]1COCC1)C1=C(C2=C(OC(CN2C(=O)OC(C)(C)C)F)N=C1)C)F